C(C)(C)C(=O)CCC Propyl isopropyl keton